FC=1C=C(C=NC1)OCCN(CC[C@@H](C(=O)O)NC1=NC=NC2=CC=CC=C12)CCCCC1=NC=2NCCCC2C=C1 (S)-4-((2-((5-fluoropyridin-3-yl)oxy)ethyl)(4-(5,6,7,8-tetrahydro-1,8-naphthyridin-2-yl)butyl)amino)-2-(quinazolin-4-ylamino)butanoic acid